Br[C@H](C)CCC (R)-2-bromopentane